5-({4-[(2S)-2-{[8-(pyridin-3-yl)quinazolin-4-yl]amino}propyl]piperazin-1-yl}sulfonyl)-2,3-dihydro-1H-indol-2-one N1=CC(=CC=C1)C=1C=CC=C2C(=NC=NC12)N[C@H](CN1CCN(CC1)S(=O)(=O)C=1C=C2CC(NC2=CC1)=O)C